ethyl 6-((2-amino-3-chloropyridin-4-yl) thio)-3-(4-(((tert-butoxycarbonyl) amino) methyl)-4-methylpiperidin-1-yl)-5-methylpyrazine-2-carboxylate NC1=NC=CC(=C1Cl)SC1=C(N=C(C(=N1)C(=O)OCC)N1CCC(CC1)(C)CNC(=O)OC(C)(C)C)C